1-Methyl-1-deazapseudouridin CC1C=C([C@H]2[C@H](O)[C@H](O)[C@@H](CO)O2)C(NC1=O)=O